(3-buten-1-yloxy)-3-(propargyloxy)-2-propanol dichlorophosphite P(Cl)(Cl)OC(COCCC=C)COCC#C